C[C@H]1N[C@H](CC(C1)C(=O)NC=1N=C2N(C=C(C=C2)C2=CC=NC=C2)C1)C (2R,4r,6S)-2,6-dimethyl-N-(6-(pyridin-4-yl)imidazo[1,2-a]pyridin-2-yl)piperidine-4-carboxamide